(chlorophenyl)-N-(3,5-dimethoxyphenyl)furan-2-carboxamide ClC1=C(C=CC=C1)C1=C(OC=C1)C(=O)NC1=CC(=CC(=C1)OC)OC